methyl (R)-4-(4-((2-nitrophenyl)sulfonyl)piperazin-2-yl)benzoate 2,2,2-trifluoroacetate FC(C(=O)O)(F)F.[N+](=O)([O-])C1=C(C=CC=C1)S(=O)(=O)N1C[C@H](NCC1)C1=CC=C(C(=O)OC)C=C1